5-bromo-1-(4-(trifluoromethyl)benzyl)-1H-indole-7-carboxylic acid methyl ester COC(=O)C=1C=C(C=C2C=CN(C12)CC1=CC=C(C=C1)C(F)(F)F)Br